N-(1-methylpropylidene)-3-(triethoxysilyl)-1-propylamine CC(CC)=NCCC[Si](OCC)(OCC)OCC